C(=O)C1CC12CCN(CC2)C(=O)OC(C)(C)C tert-butyl 1-formyl-6-azaspiro[2.5]octane-6-carboxylate